C(C)C1(NC(N(C(C1)=O)[C@H](CCOC)C1=CC(=CC=C1)C(NC1C(OC2=C1C=CC=C2)(C)CO)=O)=[NH2+])CC [4,4-diethyl-1-[(1R)-1-[3-[[2-(hydroxymethyl)-2-methyl-3H-benzofuran-3-yl]carbamoyl]phenyl]-3-methoxy-propyl]-6-oxo-hexahydropyrimidin-2-ylidene]ammonium